3-(5-cyclopropyl-4-iodoisoxazol-3-yl)-1-(1-methylcyclopropyl)-1H-pyrazolo[3,4-d]pyrimidin-4-amine C1(CC1)C1=C(C(=NO1)C1=NN(C2=NC=NC(=C21)N)C2(CC2)C)I